cis-Tert-butyl ((2-((4-(2-fluorophenyl)-1-(morpholinosulfonyl)pyrrolidin-2-yl)methoxy)pyridin-4-yl)methyl)carbamate FC1=C(C=CC=C1)[C@@H]1C[C@@H](N(C1)S(=O)(=O)N1CCOCC1)COC1=NC=CC(=C1)CNC(OC(C)(C)C)=O